CC=1N=C2N(C=C(N=C2)C(=O)NC2=CC=C(C=C2)N2CCNCC2)C1 2-methyl-N-(4-(piperazin-1-yl)phenyl)imidazo[1,2-a]pyrazine-6-carboxamide